2-(benzylsulfanyl)-1,3-dimethoxy-5-(2-methoxypropan-2-yl)benzene C(C1=CC=CC=C1)SC1=C(C=C(C=C1OC)C(C)(C)OC)OC